CN(C)CCC(C(=O)O)=C.C(C=C)(=O)OCCN(C)C dimethylaminoethyl acrylate (Dimethylaminoethyl acrylate)